2'-O-acetylcytidine triphosphate P(O)(=O)(OP(=O)(O)OP(=O)(O)O)OC[C@@H]1[C@H]([C@H]([C@@H](O1)N1C(=O)N=C(N)C=C1)OC(C)=O)O